N-methyl-2-((3-((E)-2-(2-pyridinyl)vinyl)-1-(N-t-butoxycarbonyl-L-phenylalanyl)-1H-indazol-6-yl)thio)benzamide CNC(C1=C(C=CC=C1)SC1=CC=C2C(=NN(C2=C1)C([C@@H](NC(=O)OC(C)(C)C)CC1=CC=CC=C1)=O)\C=C\C1=NC=CC=C1)=O